CC(N(C(=O)OCCCCCCO[Si](C)(C)C(C)(C)C)C1(CCC1)C1=CC(=CC(=C1)C(F)(F)F)F)[C@@H]1NCCC1 6-((tert-butyldimethylsilyl)oxy)hexan-1-ol Methyl-N-{1-[3-fluoro-5-(trifluoromethyl)phenyl]cyclobutyl}-N-{[(2R)-pyrrolidin-2-yl]methyl}carbamate